NC1=C(C(=NC=N1)OC1=CC(=C(C=C1)NC(=O)NC1=CC(=NN1C1=CC(=CC=C1)F)C(C)(C)C)F)C#N (4-((6-amino-5-cyanopyrimidin-4-yl)oxy)-2-fluorophenyl)-3-(3-(tert-butyl)-1-(3-fluorophenyl)-1H-pyrazol-5-yl)urea